3-[4-[4-[2-[4-[[2,6-dimethoxy-4-(6-methyl-7-oxo-1H-pyrazolo[3,4-c]pyridin-4-yl)phenyl]methyl]piperazin-1-yl]-2-oxo-ethyl]phenyl]anilino]piperidine-2,6-dione COC1=C(C(=CC(=C1)C=1C2=C(C(N(C1)C)=O)NN=C2)OC)CN2CCN(CC2)C(CC2=CC=C(C=C2)C2=CC=C(NC1C(NC(CC1)=O)=O)C=C2)=O